OC(C(C)C)C1CC(NCC1)C=1C=C2CCC(NC2=CC1)=O 6-(4-(1-hydroxy-2-methylpropyl)piperidin-2-yl)-3,4-dihydroquinolin-2(1H)-one